C(C1=CC=CC=C1)O[C@@H](C)[C@@H](CC)O (2S,3r)-2-benzyloxy-3-pentanol